ClC1=CC(=C(COC2=NN(C=C2)C2CCN(CC2)CC2=NC=3C(=NC(=CC3)C(=O)O)N2C[C@H]2OCC2)C=C1)F (S)-2-((4-(3-((4-chloro-2-fluorobenzyl)oxy)-1H-pyrazol-1-yl)piperidin-1-yl)methyl)-3-(oxetan-2-ylmethyl)-3H-imidazo[4,5-b]pyridine-5-carboxylic acid